2-(5-methyl-1H-indol-3-yl)ethan-1-amine CC=1C=C2C(=CNC2=CC1)CCN